(S)-N4-(1-methoxypropan-2-yl)-7-(1H-pyrazol-5-yl)quinazoline-2,4-diamine COC[C@H](C)NC1=NC(=NC2=CC(=CC=C12)C1=CC=NN1)N